(S)-3-(3-fluoro-4-(6-(2-methyl-2H-tetrazol-5-yl)pyridin-3-yl)phenyl)-5-(1-hydroxypropyl)oxazolidin-2-one phosphate P(=O)(O)(O)O.FC=1C=C(C=CC1C=1C=NC(=CC1)C=1N=NN(N1)C)N1C(O[C@@H](C1)C(CC)O)=O